CC1=C(C(=C(C1(C)[Ir+2])C)C)C (pentamethyl-cyclopentadienyl)iridium(III)